O=C1OC(C(C2=C1C(=C(C=C2Cl)C(=O)NC(C(=O)O)CC2=CC=CC=C2)O)O)C 2-[[3,4-Dihydro-1-oxo-3-methyl-4,8-dihydroxy-5-chloro-1H-2-benzopyran-7-yl]carbonylamino]-3-phenylpropanoic acid